(1-[bis(dimethylamino)methylene])-1H-1,2,3-triazolo[4,5-b]Pyridinium 3-oxide Hexafluorophosphate F[P-](F)(F)(F)(F)F.CN(C)C(=[N+]1N=[N+](C2=NC=CC=C21)[O-])N(C)C